8,15-dihydroxy-eicosatetraenoic acid OC(C=CC=CC=CC(=O)O)=CCCCCCC(CCCCC)O